6-phenyl-N4-(pyridin-4-yl)-1,3,5-triazine-2,4-diamine C1(=CC=CC=C1)C1=NC(=NC(=N1)N)NC1=CC=NC=C1